1-(14-Hexyl-9-(2-((2-hexyldecanoyl)oxy)ethyl)-8,13-dioxo-7,12-dioxa-3,4-dithia-9-azadocosyl) 4-(2-ethylpiperidin-1-yl)butanoate C(C)C1N(CCCC1)CCCC(=O)OCCSSCCOC(N(CCOC(C(CCCCCCCC)CCCCCC)=O)CCOC(C(CCCCCCCC)CCCCCC)=O)=O